COC=1C=C(C=CC1)CCN (S)-3-methoxyphenylethylamine